ClC=1C(=C(C=CC1)NCC(=O)N1[C@H]2CC([C@@H]([C@H]1C(=O)N[C@H](C[C@H]1C(NCC1)=O)\C=C(\S(=O)(=O)C)/F)CC2)(F)F)C (1R,3S,4R)-2-((3-chloro-2-methylphenyl)glycyl)-5,5-difluoro-N-((R,E)-4-fluoro-4-(methylsulfonyl)-1-((S)-2-oxopyrrolidin-3-yl)but-3-en-2-yl)-2-azabicyclo[2.2.2]octane-3-carboxamide